ClC1=CC=C(C=C1)C=1CCC(CC1CN1CCN(CC1)C1=CC=C(C=C1)C(=O)OCC)(C)CN1CCN(CC1)C(=O)OC(C)(C)C tert-butyl 4-((4'-chloro-6-((4-(4-(ethoxycarbonyl)phenyl)piperazin-1-yl)methyl)-4-methyl-2,3,4,5-tetrahydro-[1,1'-biphenyl]-4-yl)methyl)piperazine-1-carboxylate